(S)-ethyl 8-(2-amino-6-((R)-1-(4'-(aminomethyl)-3-(3-methyl-1H-pyrazol-1-yl)-[1,1'-biphenyl]-4-yl)-2,2,2-trifluoroethoxy)pyrimidin-4-yl)-2,8-diazaspiro[4.5]decane-3-carboxylate NC1=NC(=CC(=N1)N1CCC2(C[C@H](NC2)C(=O)OCC)CC1)O[C@@H](C(F)(F)F)C1=C(C=C(C=C1)C1=CC=C(C=C1)CN)N1N=C(C=C1)C